selenobromide [Se](Br)Br